(cis)-N-((S)-1-(6-(4-fluoro-1H-pyrazol-1-yl)pyridin-3-yl)ethyl)-1-methoxy-4-(4-methyl-6-(5-methyl-1H-pyrazol-3-ylamino)pyrimidin-2-yl)cyclohexane FC=1C=NN(C1)C1=CC=C(C=N1)[C@H](C)N1C(N=C(C=C1NC1=NNC(=C1)C)C)[C@H]1CC[C@H](CC1)OC